ClC1=CC=CC=2NC3=CC(=CC=C3C(C12)(C)C)OCCN1CCNCC1 1-Chloro-9,9-dimethyl-6-(2-(piperazin-1-yl)ethoxy)-9,10-dihydroacridine